(S)-methyl 2-(3-(5-(4-(3-(1-methyl-4-(5-(pyridin-4-yl)-4H-1,2,4-triazol-3-yl)piperidin-4-ylamino)benzamido)chroman-6-yloxy)pentyloxy)propoxy)acetate CN1CCC(CC1)(C1=NN=C(N1)C1=CC=NC=C1)NC=1C=C(C(=O)N[C@H]2CCOC3=CC=C(C=C23)OCCCCCOCCCOCC(=O)OC)C=CC1